CN1N=NC2=C1C=CC(=C2)CNC(=O)C2NCC(C2)CC2=CC=C(C=C2)OC 4-(4-methoxy-benzyl)-pyrrolidine-2-carboxylic acid (1-methyl-1H-benzotriazole-5-ylmethyl)-amide